COC=1C(=CC2=C(NN=N2)C1)C(=O)O 6-methoxy-1H-benzo[d][1,2,3]triazole-5-carboxylic acid